ClC=1C=C(C(=C(C1OC)NC1=NC(=NC(=N1)C(C)(F)F)N)F)F N4-(5-chloro-2,3-difluoro-6-methoxy-phenyl)-6-(1,1-difluoroethyl)-1,3,5-triazine-2,4-diamine